butyl-2-ethyl-1,3-propanediol C(CCC)C(C(CO)CC)O